5-isopropyl-7-methyl-7H-pyrrolo[2,3-d]pyrimidin-4-amine C(C)(C)C1=CN(C=2N=CN=C(C21)N)C